BrCC1=CC=C(C=C1)OC1=CC=CC=C1 1-(Bromomethyl)-4-phenoxybenzene